Methyl (2S)-2-[(tert-butoxycarbonyl)(methyl)amino]-3-(5-chloro-2-cyclopropoxypyridin-3-yl)propanoate C(C)(C)(C)OC(=O)N([C@H](C(=O)OC)CC=1C(=NC=C(C1)Cl)OC1CC1)C